BrC=1C=C2C(C(NC2=CC1)=O)=CC1=CC(=C(C(=C1)OC)O)Br 5-bromo-3-(3-bromo-4-hydroxy-5-methoxybenzylidene)indol-2-one